t-butyl (S)-3-(t-butyldimethylsiloxy)-1-(5-(3,5-dimethylisoxazol-4-yl)-1-((S)-tetrahydrofuran-3-yl)-1H-benzo[d]imidazol-2-yl)propylcarbamate O([Si](C)(C)C(C)(C)C)CC[C@@H](C1=NC2=C(N1[C@@H]1COCC1)C=CC(=C2)C=2C(=NOC2C)C)NC(OC(C)(C)C)=O